racemic-N-(3-chloro-4-(oxazol-5-yl)phenyl)-7-fluorochroman-3-carboxamide ClC=1C=C(C=CC1C1=CN=CO1)NC(=O)[C@H]1COC2=CC(=CC=C2C1)F |r|